7-fluoro-2,3,3-trimethyl-5-(4,4,5,5-tetramethyl-1,3,2-dioxaborolan-2-yl)-3H-indole FC=1C=C(C=C2C(C(=NC12)C)(C)C)B1OC(C(O1)(C)C)(C)C